O=C1N(CCC(N1)=O)C=1N(C2=CC=CC=C2C1)C(C)C (2,4-dioxotetrahydropyrimidin-1(2H)-yl)-1-isopropyl-1H-indole